N-(2-ethoxy-4-(4-ethyl-4H-1,2,4-triazol-3-yl)phenyl)-8-(4-methoxypiperidin-1-yl)-6-methylpyrido[3,4-d]pyrimidin-2-amine C(C)OC1=C(C=CC(=C1)C1=NN=CN1CC)NC=1N=CC2=C(N1)C(=NC(=C2)C)N2CCC(CC2)OC